O=C1NCC2=CC(=CC=C12)C(=O)OC methyl 1-oxo-isoindoline-5-carboxylate